N1CCC(CC1)CCN1C[C@@H]2C([C@@H]2C1)NC(OC(C)(C)C)=O tert-butyl ((1R,5S,6s)-3-(2-(piperidin-4-yl)ethyl)-3-azabicyclo[3.1.0]hexan-6-yl)carbamate